tert-butyl (8-(2-(2,6-dioxopiperidin-3-yl)-1,3-dioxoisoindoline-5-carboxamido) octyl)carbamate O=C1NC(CCC1N1C(C2=CC=C(C=C2C1=O)C(=O)NCCCCCCCCNC(OC(C)(C)C)=O)=O)=O